C(C)OC(CCCCC\C=C/C=C)OCC (3Z)-10,10-diethoxy-1,3-decadiene